(R)-isopentyl 2-(((benzyloxy)carbonyl)amino)-3-(3-ethyl-5-fluorobenzamido)propanoate C(C1=CC=CC=C1)OC(=O)N[C@@H](C(=O)OCCC(C)C)CNC(C1=CC(=CC(=C1)F)CC)=O